BrC=1C=C(C=C(C1O)C(F)(F)F)C(=O)C1=C(N=C2N1C=C(C=N2)F)CC (3-bromo-4-hydroxy-5-(trifluoromethyl)phenyl)(2-ethyl-6-fluoroimidazo[1,2-a]pyrimidin-3-yl)methanone